6-benzoyl-3'-mercapto-2'-deoxyadenosine C(C1=CC=CC=C1)(=O)C1(C2=NCN([C@H]3C[C@](O)([C@@H](CO)O3)S)C2=NC=N1)N